(difluoro(2-((4-nitrophenoxy)carbonyl)-1H-indol-5-yl)methyl)phosphoric acid FC(C=1C=C2C=C(NC2=CC1)C(=O)OC1=CC=C(C=C1)[N+](=O)[O-])(F)OP(O)(O)=O